tert-Butyl (5-iodopentyl)(methyl)carbamate ICCCCCN(C(OC(C)(C)C)=O)C